C(#N)C=1C(=CC(=NC1)NC(=O)N1C2CC(C3=CC=C(N=C13)C=O)(C2)NC(CC)=O)NCCOC N-(5-cyano-4-((2-methoxyethyl)amino)pyridin-2-yl)-4-propionamido-7-formyl-3,4-dihydro-2,4-methylene-1,8-naphthyridine-1(2H)-carboxamide